BrC=1C(=CC(=C(N)C1)N1C[C@H](N([C@@H](C1)C)C)C)F 5-bromo-4-fluoro-2-((3R,5R)-3,4,5-trimethylpiperazin-1-yl)aniline